(1r,4r)-4-((2-(2,6-dioxopiperidin-3-yl)-1,3-dioxoisoindolin-4-yl)(methyl)amino)cyclohexane-1-carboxylic acid O=C1NC(CCC1N1C(C2=CC=CC(=C2C1=O)N(C1CCC(CC1)C(=O)O)C)=O)=O